CN1N=C(C2=CC=C(C=C12)C1C(CCCC1)=O)C 2-(1,3-dimethylindazol-6-yl)cyclohexanone